4-benzylidene-2-(2,3,4-trimethoxystyryl)oxazol-5(4H)-one C(C1=CC=CC=C1)=C1N=C(OC1=O)C=CC1=C(C(=C(C=C1)OC)OC)OC